7-deaza-7-iodo-5'-O-tert-butyldimethylsilyl-3'-O-(tert-butyldithiomethyl)-2'-deoxyguanosine IC1=CN([C@H]2C[C@H](OCSSC(C)(C)C)[C@@H](CO[Si](C)(C)C(C)(C)C)O2)C=2N=C(NC(C12)=O)N